OC1=CC=C(C=N1)C1=C(N[C@H](C)C=2C=C(C=C3C(C(=C(OC23)C2=CC=CC=C2)C)=O)C)C=CC=C1 8-[(1R)-1-[2-(6-Hydroxy-3-pyridyl)anilino]ethyl]-3,6-dimethyl-2-phenyl-chromen-4-one